P(=O)(O)(O)OC(CC[C@H](N)C(=O)O)CN 5-Phosphooxy-L-lysine